4,5-dihydro-1,2-oxazole-5-carboxylic acid O1N=CCC1C(=O)O